3-[5-[3-[2-(2-hydroxyethoxy)ethoxy]propyl]-3-methyl-2-oxo-benzimidazol-1-yl]piperidine-2,6-dione OCCOCCOCCCC1=CC2=C(N(C(N2C)=O)C2C(NC(CC2)=O)=O)C=C1